CN1C2CN(C(C1)C2)CCC(C=CC=C)=C 1-(5-methyl-2,5-diazabicyclo[2.2.1]heptan-2-yl)-3-methylenehepta-4,6-diene